FC(C(=O)O)(F)F.C1(=CC=CC=C1)C1=CN=C(N1)C1=NC=CC(=C1)C=1C=NN(C1)CC(=O)N 2-(4-(2-(5-Phenyl-1H-imidazol-2-yl)pyridin-4-yl)-1H-pyrazol-1-yl)acetamide trifluoroacetate salt